6-(4-methoxy-2-methylphenyl)-2-(pyridin-2-yl)-5,6,7,8-tetrahydro-[1,2,4]triazolo[4,3-a]pyridin-3(2H)-one COC1=CC(=C(C=C1)C1CCC=2N(C1)C(N(N2)C2=NC=CC=C2)=O)C